2,5-di(piperidin-1-yl)thiazolo[4,5-b]pyridin N1(CCCCC1)C=1SC=2C(=NC(=CC2)N2CCCCC2)N1